C(C)(C)(CC)C1=CC=C(C=C1)O p-t-amyl-phenol